[Si](C)(C)(C(C)(C)C)OCCCC[C@@H](C)OC1=NC(=CC=C1S(=O)(=O)N1[C@@H](CCC1)C(=O)OCCCC)C Butyl ((2-(((R)-6-((tert-butyldimethylsilyl)oxy)hexan-2-yl)oxy)-6-methylpyridin-3-yl)sulfonyl)-L-prolinate